CN1C=C(C=CC1=O)N1N=CC2=CC=C(C=C12)OC1C=2C=CC(=CC2CCC1)C#N 5-((1-(1-Methyl-6-oxo-1,6-dihydropyridin-3-yl)-1H-indazol-6-yl)oxy)-5,6,7,8-tetrahydronaphthalene-2-carbonitrile